NC=1C(NC(N(N1)C1=CC(=C(C(=C1)Cl)OC1=CNC(C(=C1)N(C)C(C)C)=O)Cl)=O)=O 6-amino-2-(3,5-dichloro-4-((5-(isopropyl(methyl)amino)-6-oxo-1,6-dihydropyridin-3-yl)oxy)phenyl)-1,2,4-triazine-3,5(2H,4H)-dione